C1=CNC2=C1C(=NC(=N2)N)Cl 6-chloro-7-deazaguanine